(1-methyl-2-(5-methylhexan-4-en-2-yl)cyclopropyl)methanol CC1(C(C1)C(C)CC=C(C)C)CO